1-(1H-indazol-3-yl)-3-(6-(4-isopropyl-4H-1,2,4-triazol-3-yl)pyrazin-2-yl)urea N1N=C(C2=CC=CC=C12)NC(=O)NC1=NC(=CN=C1)C1=NN=CN1C(C)C